O=C1OC(=CC=C1)C=O 2-oxo-2H-pyran-6-carbaldehyde